2-phenoxy-1-(3,4,5-trimethoxyphenyl)ethan-1-ol O(C1=CC=CC=C1)CC(O)C1=CC(=C(C(=C1)OC)OC)OC